OC=1C=C(OC2=C(C=C(C=C2)CC=C)O)C=CC1CC=C 2-[3-Hydroxy-4-(2-propenyl)phenoxy]-5-(2-propenyl)phenol